[Pd](Cl)Cl.C1(=CC=CC=C1)P([C-]1C=CC=C1)C1=CC=CC=C1.[C-]1(C=CC=C1)P(C1=CC=CC=C1)C1=CC=CC=C1.[Fe+2] 1,1'-bis(diphenylphosphino)ferrocene Palladium (II) chloride